oxalic acid platinum [Pt].C(C(=O)O)(=O)O